N,N-dimethylhexacosane-17,20-dien-7-amine CN(C(CCCCCC)CCCCCCCCCC=CCC=CCCCCC)C